benzyl 4-[[4-[1-[3-amino-6-(2-hydroxyphenyl)pyridazin-4-yl]azetidin-3-yl]oxyphenyl]methyl]piperazine-1-carboxylate NC=1N=NC(=CC1N1CC(C1)OC1=CC=C(C=C1)CN1CCN(CC1)C(=O)OCC1=CC=CC=C1)C1=C(C=CC=C1)O